FC1=C(C=CC(=N1)C(=O)NC([2H])([2H])[2H])N1CCN(CC1)C([2H])([2H])C=1C=C2NC(C=NC2=CC1)=O 6-fluoro-N-(methyl-d3)-5-(4-((3-oxo-4H-quinoxalin-6-yl)methyl-d2)piperazin-1-yl)pyridine-2-formamide